6-(8-(4-bromophenyl)-6-azaspiro[3.4]octane-6-carbonyl)pyrazin-2(1H)-one BrC1=CC=C(C=C1)C1CN(CC12CCC2)C(=O)C2=CN=CC(N2)=O